O[C@@H]1C[C@@H](CCC1)N1C2=C(OCC1)C=C(N=N2)C2=C(C=C1C(CCO1)=C2O)C 5-[8-[(1R,3S)-3-hydroxycyclohexyl]-6,7-dihydropyridazino[4,3-b][1,4]oxazin-3-yl]-6-methyl-2,3-dihydrobenzofuran-4-ol